(R)-2-dimethylamino-ethyl-ferrocene CN(CC[C-]1C=CC=C1)C.[CH-]1C=CC=C1.[Fe+2]